methyl 6-amino-5-chloro-pyridine-3-carboxylate NC1=C(C=C(C=N1)C(=O)OC)Cl